bis-(5-hexynoyl) aspartate N[C@@H](CC(=O)OC(CCCC#C)=O)C(=O)OC(CCCC#C)=O